[(1S)-2-amino-2-oxo-1-[[(3S)-2-oxopyrrolidin-3-yl]methyl]ethyl]-4-methyl-2-(2-naphthylsulfonylamino)pentanamide NC([C@@H](C[C@@H]1C(NCC1)=O)C(C(=O)N)(CC(C)C)NS(=O)(=O)C1=CC2=CC=CC=C2C=C1)=O